N-(4-{[1-(benzenesulfonyl)-3-(3-hydroxyoxetan-3-yl)-1H-pyrrolo[2,3-b]pyridin-4-yl]oxy}-3,5-difluorophenyl)-N'-[(3-methyloxetan-3-yl)methyl]urea C1(=CC=CC=C1)S(=O)(=O)N1C=C(C=2C1=NC=CC2OC2=C(C=C(C=C2F)NC(=O)NCC2(COC2)C)F)C2(COC2)O